N1(CCC1)C1=CC2=C(C=C(O2)C(=O)NS(=O)(=O)C2=C(C=CC=C2)N(C)C)C(=C1)F 6-(Azetidin-1-yl)-N-[2-(dimethylamino)benzene-1-sulfonyl]-4-fluoro-1-benzofuran-2-carboxamide